2,2'-(1,4-Phenylene)-bis(5,6-dihydro-4H-1,3-oxazine) C1(=CC=C(C=C1)C=1OCCCN1)C=1OCCCN1